(3R,4S)-3-amino-4-hydroxy-4-(4-(methylsulfonyl)phenyl)butanoic acid N[C@H](CC(=O)O)[C@H](C1=CC=C(C=C1)S(=O)(=O)C)O